5-((R)-2-(5-fluoropyridin-3-yl)pyrrolidin-1-yl)-N-((R)-1,1,1-trifluoropropan-2-yl)pyrazolo[1,5-a]pyrimidine-3-carboxamide FC=1C=C(C=NC1)[C@@H]1N(CCC1)C1=NC=2N(C=C1)N=CC2C(=O)N[C@@H](C(F)(F)F)C